BrC=1C(=NN(C1)C)C1=NC=C(C=C1F)F 2-(4-bromo-1-methyl-1H-pyrazol-3-yl)-3,5-difluoropyridine